3-[2-(methoxymethoxy)-6-methyl-4-(trifluoromethyl)phenyl]cinnoline-8-yl trifluoromethanesulfonate FC(S(=O)(=O)OC=1C=CC=C2C=C(N=NC12)C1=C(C=C(C=C1C)C(F)(F)F)OCOC)(F)F